CC1(OB(OC1(C)C)C1=CC=2C3(C4=CC(=CC=C4C2C=C1)B1OC(C(O1)(C)C)(C)C)C1=CC=CC=C1C=1C=CC=CC13)C 2,7-bis(4,4,5,5-tetramethyl-1,3,2-dioxaborolan-2-yl)-9,9'-spirobifluorene